C1(=CC=CC=C1)C1CC(CN1)C1=NC=2N(C(=C1)N1CCOCC1)N=C(C2)C2=CC=NC=C2 4-(5-(5-phenylpyrrolidin-3-yl)-2-(pyridin-4-yl)pyrazolo[1,5-a]pyrimidin-7-yl)morpholine